ClC1=C(C=C2C=C(N=CC2=C1)NC(=O)[C@@H]1[C@@H]([C@H]1C=1C=NN(C1)C)CC)C1CCN(CC1)[C@]1(COC[C@H]1F)C (1R,2R,3R)-N-(7-chloro-6-(1-((3S,4S)-4-fluoro-3-methyltetrahydrofuran-3-yl)piperidin-4-yl)isoquinolin-3-yl)-2-ethyl-3-(1-methyl-1H-pyrazol-4-yl)cyclopropane-1-carboxamide